COC(=O)[C@H]1N(CC2=CC(=CC=C2C1)Br)C(CNC(=O)OC(C)(C)C)C (3S)-7-bromo-2-[2-(tert-butoxycarbonylamino)-1-methyl-ethyl]-3,4-dihydro-1H-isoquinoline-3-carboxylic acid methyl ester